3-((3,3-Dibutyl-5-(3,4-difluorophenyl)-7-(methylsulfanyl)-1,1-dioxo-2,3,4,5-tetrahydro-1,5-benzothiazepin-8-yl)oxy)propanoic acid C(CCC)C1(CS(C2=C(N(C1)C1=CC(=C(C=C1)F)F)C=C(C(=C2)OCCC(=O)O)SC)(=O)=O)CCCC